FC1=C(C=CC(=N1)C(=O)NC)N1CC(N(CC1)CC1=CC=2NC(N(C(C2S1)=O)C)=O)=O 6-fluoro-N-methyl-5-(4-((3-methyl-2,4-dioxo-1,2,3,4-tetrahydrothieno[3,2-d]pyrimidin-6-yl)methyl)-3-oxopiperazin-1-yl)picolinamide